ClC1=CC2=C(N(C(N=C2N2[C@H](CN(CC2)C(C=C)=O)C)=O)C2=C(C(=O)N)C=CC=C2C(C)C)N=C1C1=C(C=CC=C1)F 2-(6-Chloro-7-(2-fluorophenyl)-4-((2S)-2-methyl-4-(2-propenoyl)-1-piperazinyl)-2-oxopyrido[2,3-d]pyrimidin-1(2H)-yl)-3-(2-propanyl)benzamide